methyl 2-aminobenzoate (Methyl Anthranilate) CNC=1C(C(=O)O)=CC=CC1.NC1=C(C(=O)OC)C=CC=C1